2-heptanone-d C(C(CCCCC)=O)[2H]